6-(2-(5-cyclopropyl-3-(3,5-difluoropyridin-4-yl)isoxazol-4-yl)-7-azaspiro[3.5]non-1-en-7-yl)-4-(trifluoromethyl)quinoline-2-carboxylic acid C1(CC1)C1=C(C(=NO1)C1=C(C=NC=C1F)F)C1=CC2(C1)CCN(CC2)C=2C=C1C(=CC(=NC1=CC2)C(=O)O)C(F)(F)F